2,2,2-trifluoro-N-(2-(2-hydroxyethyl)-2-azaspiro[3.3]heptan-6-yl)-N-((1r,2s)-2-((E)-1-phenylbut-1-en-2-yl)cyclopropyl)acetamide FC(C(=O)N([C@H]1[C@@H](C1)/C(=C/C1=CC=CC=C1)/CC)C1CC2(CN(C2)CCO)C1)(F)F